5-((1-(4-(2-(2-aminopyridin-3-yl)-5-phenyl-3H-imidazo[4,5-b]pyridin-3-yl)benzyl)piperidin-4-yl)oxy)-2-hydroxybenzaldehyde NC1=NC=CC=C1C1=NC=2C(=NC(=CC2)C2=CC=CC=C2)N1C1=CC=C(CN2CCC(CC2)OC=2C=CC(=C(C=O)C2)O)C=C1